hexyloxy(dipropyl)borane C(CCCCC)OB(CCC)CCC